C(C)(C)(C)C1=C(C(=CC=C1)C(C)(C)C)O 2,6-dit-butyl-phenol